CC=1C=C(C(=NC1C)O)C1=NC=CC=N1 5,6-dimethyl-3-(pyrimidin-2-yl)pyridin-2-ol